6-(Imidazo[1,2-b]pyridazin-3-ylmethyl)-N-(3-(trifluoromethyl)phenyl)-4,5,6,7-tetrahydrothieno[2,3-c]pyridin-3-carboxamid N=1C=C(N2N=CC=CC21)CN2CC1=C(CC2)C(=CS1)C(=O)NC1=CC(=CC=C1)C(F)(F)F